C1(=CC=CC=C1)COCCCCCOCCOCCCCCOCC1=CC=CC=C1 1,18-diphenyl-2,8,11,17-tetraoxaoctadecane